NC=1C=C(C=CC1OC(C)C)C(C)=O (3-amino-4-isopropoxyphenyl)ethan-1-one